C(C)(C)NC1=C2C(=NC=C1C(=O)NCCC1CNCC1)SC(=C2)C2=CNC(C=C2)=O 4-(Isopropylamino)-2-(6-oxo-1,6-dihydropyridin-3-yl)-N-(2-(pyrrolidin-3-yl)ethyl)thieno[2,3-b]pyridin-5-carboxamid